3-{[4-(Hydroxymethyl)phenyl]sulfanyl}isonicotinic acid OCC1=CC=C(C=C1)SC1=C(C(=O)O)C=CN=C1